CCC(CC)N1C(=CC=C1CCCC1=CC=CC=C1)C(=O)NC=1C=C(C=CC1C(F)(F)F)CC(=O)O [3-({[1-(3-pentanyl)-5-(3-phenylpropyl)-1H-pyrrole-2-yl]carbonyl}amino)-4-(trifluoromethyl)phenyl]Acetic acid